ClC=1C=C(C=2N(N1)C=CN2)NCC2=CC=C(C=C2)C=2N(C=C(N2)C(F)(F)F)C(C)C 6-chloro-N-(4-(1-isopropyl-4-(trifluoromethyl)-1H-imidazol-2-yl)benzyl)imidazo[1,2-b]pyridazin-8-amine